C(C)N1N=CC(=C1)C(=O)NC1=CC(=CC=C1)[C@H](C)NC=1N=C2C(=NC1)NN=C2C (S)-1-ethyl-N-(3-(1-((3-methyl-1H-pyrazolo[3,4-b]pyrazin-5-yl)amino)ethyl)phenyl)-1H-pyrazole-4-carboxamide